ClC=1C=C(C=C2C(=C(C=NC12)C#N)NCC(C)(C)C)N[C@H](C=1N=NN(C1)C1(CC1)C(F)(F)F)C=1C=CC=C2C=NN(C12)C (S)-8-chloro-6-(((1-methyl-1H-indazol-7-yl)(1-(1-(trifluoromethyl)cyclopropyl)-1H-1,2,3-triazol-4-yl)methyl)amino)-4-(neopentylamino)quinoline-3-carbonitrile